FC1(C(CN(CC1)C(=O)OC(C)(C)C)C=1C=NC(=C(C1)C1(OCCO1)C)OC)F tert-Butyl 4,4-difluoro-3-(6-methoxy-5-(2-methyl-1,3-dioxolan-2-yl)pyridin-3-yl)piperidine-1-carboxylate